1,4-dioxin-5-amine O1C=COC(=C1)N